C(C1=CC=CC=C1)OC1CN(C1)[C@@H]1[C@@H](CCCC1)OC=1C=C2CN(C(C2=CC1)=O)C1C(NC(CC1)=O)=O 3-(5-(((1R,2S)-2-(3-(benzyloxy)azetidin-1-yl)cyclohexyl)oxy)-1-oxoisoindolin-2-yl)piperidine-2,6-dione